C12(C=CC=C3C4=CC=CC=C4C=C13)C=CC=C2 thiophene-spirofluorene